4-tert-butyl-2-[(R)-2-methoxyethanesulfinyl]-6-{2-methyl-2H-pyrazolo[3,4-b]pyridin-5-yl}thieno[2,3-b]pyridin-3-amine C(C)(C)(C)C1=C2C(=NC(=C1)C1=CC=3C(N=C1)=NN(C3)C)SC(=C2N)[S@](=O)CCOC